tert-butyl 2-(6-acrylamido-5-oxo-5H-benzo[4',5']thiazolo[3',2':1,6]-pyrido[2,3-d]pyrimidin-2-yl)-2,8-diazaspiro[4.5]decane-8-carboxylate C(C=C)(=O)NC=1C(C2=C(N=C(N=C2)N2CC3(CC2)CCN(CC3)C(=O)OC(C)(C)C)N3C1SC1=C3C=CC=C1)=O